FC=1C(=NC=C(C1C)N(C1CCN(CC1)[C@H](C)C1=CC=CC=C1)C)S(=O)(=O)NC1=NC(=CC=C1)F (R)-3-fluoro-N-(6-fluoropyridin-2-yl)-4-methyl-5-(methyl-(1-(1-phenylethyl)piperidin-4-yl)amino)pyridine-2-sulfonamide